(5R,6R)-6-((R)-5H-imidazo[5,1-a]isoindol-5-yl)-2-methyl-5,6,7,8-tetrahydroquinazolin-5-ol C=1N=CN2C1C1=CC=CC=C1[C@H]2[C@@H]2[C@H](C=1C=NC(=NC1CC2)C)O